((2-(4-cyanophenyl)propyl)amino)-2-(1-methyl-1H-pyrazol-4-yl)acetic acid C(#N)C1=CC=C(C=C1)C(CNC(C(=O)O)C=1C=NN(C1)C)C